3-(4-methylphenyl)-1,5-diphenyl-1H-1,2,4-triazole CC1=CC=C(C=C1)C1=NN(C(=N1)C1=CC=CC=C1)C1=CC=CC=C1